6-[4-[4-(4-FLUOROPHENOXY)-1-PIPERIDYL]-6-METHOXY-PYRIMIDIN-2-YL]-7-METHYL-IMIDAZO[1,2-A]PYRIDINE FC1=CC=C(OC2CCN(CC2)C2=NC(=NC(=C2)OC)C=2C(=CC=3N(C2)C=CN3)C)C=C1